FC(C1=NN=C(O1)C1=CC(=C(CNC2=CC(=C(C=C2)F)F)C=C1)F)F N-(4-(5-(difluoromethyl)-1,3,4-oxadiazol-2-yl)-2-fluorobenzyl)-3,4-difluoroaniline